C(=O)(O)[C@@H]([C@H](C(=O)[O-])O)O.CC(CC)[NH3+] butan-2-aminium (2R,3R)-3-carboxy-2,3-dihydroxypropanoate